CN1N=NN=C1CC (1-methyl-1H-tetrazol-5-yl)ethan